1-(2-acetamido-4-pyridinyl)-N-[(1R)-1-[3-amino-5-(trifluoromethyl)phenyl]ethyl]-6-oxo-pyridine-3-carboxamide C(C)(=O)NC1=NC=CC(=C1)N1C=C(C=CC1=O)C(=O)N[C@H](C)C1=CC(=CC(=C1)C(F)(F)F)N